C(C1=CC=CC=C1)N1C2=CC=C(C=C2C=2C3(NC4=CC(=CC=C4C21)C)C(N(C2=CC=C(C=C23)C)CC2=CC=C(C=C2)C)=O)Cl (+)-11'-Benzyl-8'-chloro-3',5-dimethyl-1-(4-methylbenzyl)-5',11'-dihydrospiro[indoline-3,6'-indolo[3,2-c]quinolin]-2-one